6-(2-(4-fluorophenyl)propionyl)-2-(1-phenylcyclopropyl)-5,6,7,8-tetrahydropyrido[4,3-d]pyrimidin-4(3H)-one FC1=CC=C(C=C1)C(C(=O)N1CC2=C(N=C(NC2=O)C2(CC2)C2=CC=CC=C2)CC1)C